C(C)(C)(C)C1=NN(C(=C1)NC(=O)NC1=CC=C(C2=CC=CC=C12)OC1=CC=NC=2NC(C=NC21)=O)C=2C=C1C=CC=NC1=CC2 1-(3-(tert-butyl)-1-(quinolin-6-yl)-1H-pyrazol-5-yl)-3-(4-((3-keto-3,4-dihydropyrido[2,3-b]pyrazin-8-yl)oxy)naphthalen-1-yl)urea